2-(3-(3-ethoxy-3-oxopropyl)-2-fluorophenyl)acetic acid C(C)OC(CCC=1C(=C(C=CC1)CC(=O)O)F)=O